FCS(=O)(=O)NC1=CC(=C(C(=O)NC2=NC(=NC(=C2)C)N2CCC(CC2)F)C=C1)N1CCC2(CC2)CC1 4-((Fluoromethyl)sulfonamido)-N-(2-(4-fluoropiperidin-1-yl)-6-methylpyrimidin-4-yl)-2-(6-azaspiro[2.5]octan-6-yl)benzamide